2-hydroxy-2-(4-methoxyphenyl)acetic acid OC(C(=O)O)C1=CC=C(C=C1)OC